C1(CC1)C([C@@H](C(=O)NC1=CC=C(C=C1)C=1C(=NNC1C)C)NC(=O)C=1N(N=CC1)CC(C)O)C1CC1 N-[(1S)-1-(dicyclopropylmethyl)-2-[4-(3,5-dimethyl-1H-pyrazol-4-yl)anilino]-2-oxo-ethyl]-2-(2-hydroxypropyl)pyrazole-3-carboxamide